2-acetoxythioxanthone C(C)(=O)OC1=CC=2C(C3=CC=CC=C3SC2C=C1)=O